tert-butyl 3-[[3-[(3-chloro-1H-indol-7-yl)sulfamoyl]pyrazol-1-yl]methyl]azetidine-1-carboxylate ClC1=CNC2=C(C=CC=C12)NS(=O)(=O)C1=NN(C=C1)CC1CN(C1)C(=O)OC(C)(C)C